(R)-6-(3-(2-bromo-5-(4-methylpiperazin-1-yl)phenyl)piperazin-1-yl)pyrimidine-2,4-diamine BrC1=C(C=C(C=C1)N1CCN(CC1)C)[C@@H]1CN(CCN1)C1=CC(=NC(=N1)N)N